8-(1-(2,2-difluoroethyl)-1H-pyrazolo[3,4-b]pyrazin-6-yl)-1-ethyl-2-(2-(trifluoromethyl)pyrimidin-4-yl)-2,8-diazaspiro[4.5]decan-3-one FC(CN1N=CC=2C1=NC(=CN2)N2CCC1(CC(N(C1CC)C1=NC(=NC=C1)C(F)(F)F)=O)CC2)F